The molecule is a 1-acylglycero-3-phospho-1'-glycerol(1-) in which the 1-acyl substituent is specified as hexadecanoyl; major species at pH 7.3. It is a conjugate base of a 1-palmitoyl-sn-glycero-3-phosphoglycerol. CCCCCCCCCCCCCCCC(=O)OC[C@H](COP(=O)([O-])OCC(CO)O)O